F[P-](F)(F)(F)(F)F.C(C)(C)C1=C(C(=CC=C1)C(C)C)N1C(N(C=C1)C1=C(C=CC=C1C(C)C)C(C)C)=[Au-] 1,3-bis(2,6-diisopropylphenyl)imidazol-2-ylidenegold(I) hexafluorophosphate